2-(2-acetylhydrazinecarbonyl)-N,N-diethylthiazole-4-carboxamide C(C)(=O)NNC(=O)C=1SC=C(N1)C(=O)N(CC)CC